(S)-(2-(3-chlorophenyl)-1-(1H-pyrazol-3-yl)ethyl)carbamic acid tert-butyl ester C(C)(C)(C)OC(N[C@@H](CC1=CC(=CC=C1)Cl)C1=NNC=C1)=O